methyl 3-(N-(4-chloro-2-(pyrrol-1-yl)-5-(tetrazol-1-yl)phenyl)sulfamoyl)-4-cyclopropylbenzoate ClC1=CC(=C(C=C1N1N=NN=C1)NS(=O)(=O)C=1C=C(C(=O)OC)C=CC1C1CC1)N1C=CC=C1